3-aminomethyl-1-(methylglycidyl)piperidine ditert-butyl-(2S)-4-[2-[2-[1-(2,6-dioxo-3-piperidyl)-3-methyl-2-oxo-benzimidazol-5-yl]ethoxy]-2-oxo-ethyl]piperazine-1,2-dicarboxylate C(C)(C)(C)OC(=O)N1[C@@H](CN(CC1)CC(=O)OCCC1=CC2=C(N(C(N2C)=O)C2C(NC(CC2)=O)=O)C=C1)C(=O)OC(C)(C)C.NCC1CN(CCC1)C(C1CO1)C